3-(N-(4-chlorophenyl)sulfamoyl)-N-(3-ethynylphenyl)benzamide ClC1=CC=C(C=C1)NS(=O)(=O)C=1C=C(C(=O)NC2=CC(=CC=C2)C#C)C=CC1